O=C1N(N=CC2=CC(=CC=C12)S(=O)(=O)C1=CC=CC=C1)C(C(=O)OCC)C1=CC=CC=C1 ethyl 2-(1-oxo-6-(phenylsulfonyl)phthalazin-2(1H)-yl)-2-phenylacetate